ClC1=CC2=C(N=N1)SC(=N2)Cl 3,6-dichloro-thiazolo[5,4-c]pyridazine